azidolysine 3,5-dinitrobenzyl ester [N+](=O)([O-])C=1C=C(COC([C@@H](N)CCCCN=[N+]=[N-])=O)C=C(C1)[N+](=O)[O-]